2-((5-(2-((R)-6-(((R)-4-amino-4-oxobutan-2-yl)(methyl)amino)-2-methylhex-3-yl)-2,6-diazaspiro[3.4]oct-6-yl)-1,2,4-triazin-6-yl)oxy)-5-fluoro-N,N-diisopropylbenzamide NC(C[C@@H](C)N(CCC[C@H](C(C)C)N1CC2(C1)CN(CC2)C=2N=CN=NC2OC2=C(C(=O)N(C(C)C)C(C)C)C=C(C=C2)F)C)=O